N[C@@H](C(C)(C)C)C(=O)O |r| DL-tertiary leucine